BrC=1C(=CC2=C(N(CC(CS2(=O)=O)(CC)CCCC)C2=CC=CC=C2)C1)O/C=C/C(=O)O racemic-(E)-3-((7-bromo-3-butyl-3-ethyl-1,1-dioxido-5-phenyl-2,3,4,5-tetrahydro-1,5-benzothiazepin-8-yl)oxy)acrylic acid